N(=[N+]=[N-])C(CN=[N+]=[N-])C1=CC=C(C(=O)O)C=C1 4-(1,2-Diazidoethyl)benzoic acid